(Z)-2-cyano-N-(1-(3-(3-(4-(2,6-dimethoxy-4-(1,4,5-trimethyl-6-oxo-1,6-dihydropyridin-3-yl)benzyl)piperazin-1-yl)-3-oxopropyl)phenyl)butyl)-N-methyl-3-{thiazol-2-yl}acrylamide C(#N)/C(/C(=O)N(C)C(CCC)C1=CC(=CC=C1)CCC(=O)N1CCN(CC1)CC1=C(C=C(C=C1OC)C1=CN(C(C(=C1C)C)=O)C)OC)=C/C=1SC=CN1